P(Cl)(Cl)Cl.BrC1(C(NC(N1)=O)=O)Br dibromohydantoin phosphorus trichloride